2-chloro-5-(1-hydroxyethyl)thieno[2',3':4,5]Pyrrolo[1,2-d][1,2,4]Triazine ClC1=CC2=C(C=C3N2C(=NN=C3)C(C)O)S1